C(C)(C)(C)N(C(=O)O[C@@H]1C[C@@H](C1)C1=CC=CC=C1)[C@H](C1=CC=CC=C1)[C@H]1C(NC2=C(N1)N=CC(=C2)Br)=O cis-3-phenyl-cyclobutanol tert-butyl-N-[(R)-[(3S)-7-bromo-2-oxo-3,4-dihydro-1H-pyrido[2,3-b]pyrazin-3-yl]-phenyl-methyl]carbamate